8,8'-((((1S,4S)-4-hydroxycyclohex-yl)methyl)azanedi-yl)bis(N,N-didec-yloctanamide) OC1CCC(CC1)CN(CCCCCCCC(=O)N(CCCCCCCCCC)CCCCCCCCCC)CCCCCCCC(=O)N(CCCCCCCCCC)CCCCCCCCCC